FC=1C(=CC=2C3=C(NC(C2C1)=O)COC[C@@H]3N(C(=O)N3CC1=CC=CC=C1C3)C)F (R)-N-(8,9-difluoro-6-oxo-1,4,5,6-tetrahydro-2H-pyrano[3,4-c]isoquinolin-1-yl)-N-methylisoindoline-2-carboxamide